isopropyl (3-(3,3-difluorocyclobutyl)-1,4-dimethyl-1H-pyrazol-5-yl)carbamate FC1(CC(C1)C1=NN(C(=C1C)NC(OC(C)C)=O)C)F